((3S,4S)-4-(difluoromethyl)-1,3-dimethylpiperidin-3-yl)methanol FC([C@@H]1[C@](CN(CC1)C)(C)CO)F